COC=C=C 1-methoxypropan-1,2-diene